(R)-8-(1H-indol-3-yl)-3-methyl-N-(piperidin-3-yl)imidazo[1,2-b]pyridazin-6-amine N1C=C(C2=CC=CC=C12)C=1C=2N(N=C(C1)N[C@H]1CNCCC1)C(=CN2)C